7-(6-Amino-3-chloro-2-pyridinyl)-6-chloro-4-((2S)-2-methyl-4-(2-propenoyl)-1-piperazinyl)-1-(2-(2-propanyl)phenyl)pyrido[2,3-d]pyrimidin-2(1H)-one NC1=CC=C(C(=N1)C=1C(=CC2=C(N(C(N=C2N2[C@H](CN(CC2)C(C=C)=O)C)=O)C2=C(C=CC=C2)C(C)C)N1)Cl)Cl